[N+](=O)([O-])C1=CC=C2C=NN(C2=C1)C=1C=C(C=CC1)C 6-Nitro-1-(m-tolyl)-1H-indazole